tert.-Butyl 2-methylpiperazine-1-carboxylate CC1N(CCNC1)C(=O)OC(C)(C)C